(2-amino-[1,2,4]triazolo[1,5-a]pyridin-7-yl)-6-chloro-N-(3-(4-chlorophenyl)-2,2-difluoro-3-hydroxybutyl)-2-fluorobenzamide NC1=NN2C(C=C(C=C2)C=2C(=C(C(=O)NCC(C(C)(O)C3=CC=C(C=C3)Cl)(F)F)C(=CC2)Cl)F)=N1